BrC1=CC=C(C2=NON=C21)S(=O)(=O)Cl 4-bromo-7-chlorosulfonyl-2,1,3-benzooxadiazole